1-(5-aminopyridin-2-yl)-2-(pyrimidin-5-yl)ethan-1-one NC=1C=CC(=NC1)C(CC=1C=NC=NC1)=O